N-(6-chloropyrimidin-4-yl)-2-(dimethylamino)acetamide ClC1=CC(=NC=N1)NC(CN(C)C)=O